C(CCCCCC)(=O)OCCCCCCCCCCCCCCCCCCCCCC docosyl n-heptanoate